C(CCCC=C)O[Si](C(C)C)(C(C)C)C(C)C (hex-5-en-1-yloxy)triisopropylsilane